2-nitro-α-propylcinnamaldehyde [N+](=O)([O-])C1=C(C=C(C=O)CCC)C=CC=C1